NC=1OC2=C(N1)C=CC(=C2)C=2C=C(C(=NC2)OC)NC(=O)N2OCC[C@H]2C2=CC=CC=C2 (S)-N-(5-(2-aminobenzo[d]oxazol-6-yl)-2-methoxypyridin-3-yl)-3-phenylisoxazolidine-2-carboxamide